N1=CC=CC(=C1)CC(=O)N 5-pyridineacetamide